BrC1=CSC2=C1N=C(N=C2NCC=2OC=CC2)Cl 7-bromo-2-chloro-N-(furan-2-ylmethyl)thieno[3,2-d]pyrimidin-4-amine